3-(2-amino-[1,2,4]triazolo[1,5-a]pyridin-7-yl)-2,6-difluoro-N-(2-(1-(4-fluorophenyl)cyclopropyl)ethyl)benzamide NC1=NN2C(C=C(C=C2)C=2C(=C(C(=O)NCCC3(CC3)C3=CC=C(C=C3)F)C(=CC2)F)F)=N1